C(CCCCCCCCC)OC1=C(C=C(C(=O)OCC)C=C1)OC Ethyl 4-decyloxy-3-methoxybenzoate